ClC=1C=C(C=CC1F)[C@H](NC(=O)N1[C@@H](C(NCC1)=O)C)C1=NC(=C(C=C1)F)OCC(F)(F)F (2R)-N-((S)-(3-chloro-4-fluorophenyl)(5-fluoro-6-(2,2,2-trifluoroethoxy)pyridin-2-yl)methyl)-2-methyl-3-oxopiperazine-1-carboxamide